NC1=C(C(=NC(=C1Cl)Cl)Cl)C(=O)O 4-amino-2,5,6-trichloro-pyridine-3-carboxylic acid